(2R,3R,5R,6S)-2-(((R)-hex-5-en-2-yl)oxy)-6-methyltetrahydro-2H-pyran-3,5-diol C[C@H](CCC=C)O[C@@H]1O[C@H]([C@@H](C[C@H]1O)O)C